Ethyl 6-methyl-1-(4-methylbenzenesulfonyl)-7-oxo-4-(4,4,5,5-tetramethyl-1,3,2-dioxaborolan-2-yl)pyrrolo[2,3-c]pyridine-2-carboxylate CN1C(C2=C(C(=C1)B1OC(C(O1)(C)C)(C)C)C=C(N2S(=O)(=O)C2=CC=C(C=C2)C)C(=O)OCC)=O